NC1=CC=CC(=N1)S(=O)(=O)NC(=O)C=1C(=NC=C(C1)C(F)(F)F)N1C(C[C@@H](C1)C)(C)C N-[(6-Amino-2-pyridyl)sulfonyl]-5-(trifluoromethyl)-2-[(4S)-2,2,4-trimethylpyrrolidin-1-yl]pyridin-3-carboxamid